(E)-(6,7-dimethoxy-1-(3,4-dimethoxyphenyl)-3,4-dihydroisoquinolin-2(1H)-yl)(4-styrylphenyl)methanone COC=1C=C2CCN(C(C2=CC1OC)C1=CC(=C(C=C1)OC)OC)C(=O)C1=CC=C(C=C1)\C=C\C1=CC=CC=C1